C1(CC1)N1C=C(C(C2=CC(=C(C=C12)N1CCN(CC1)C)F)=O)C(=O)O 1-cyclopropyl-6-fluoro-7-(4-methylpiperazin-1-yl)-4-oxo-1,4-dihydroquinoline-3-carboxylic acid